quinolizine zirconium dichloride [Cl-].[Cl-].[Zr+2].C=1C=CCN2C=CC=CC12